C(C)OC(=O)N1N=CCC1 pyrazole-1(4H)-carboxylic acid ethyl ester